C1(CCC1)NC(=S)NC(C(C1=NC=CC(=C1)C(F)(F)F)C=1C(=NC=CC1)F)=O N-(cyclobutylaminothioformyl)-2-(2-fluoropyridin-3-yl)-2-(4-(trifluoromethyl)pyridin-2-yl)acetamide